COCCNS(OCC(=O)NC=1SC(=C(N1)C)CC1=CC(=CC=C1)Cl)(=O)=O 2-((5-(3-chlorobenzyl)-4-methylthiazol-2-yl)amino)-2-oxoethyl (2-methoxyethyl)sulfamate